C(=C)C1=CC=C(C(=O)N)C=C1 para-vinylbenzamide